2-(4-cyclopropyl-6-methoxypyrimidin-5-yl)-4-(4-(1-methyl-4-(trifluoromethyl)-1H-imidazol-2-yl)benzyl)benzo[d]oxazole C1(CC1)C1=NC=NC(=C1C=1OC2=C(N1)C(=CC=C2)CC2=CC=C(C=C2)C=2N(C=C(N2)C(F)(F)F)C)OC